2-chloro-4-methyl-pyrimidin-5-ol ClC1=NC=C(C(=N1)C)O